4-(3-morpholinopropoxy)aniline O1CCN(CC1)CCCOC1=CC=C(N)C=C1